4-hydroxymethyl-2-phenyl-1,3-dioxolane OCC1OC(OC1)C1=CC=CC=C1